CCC(O)C1C=CC=CC=1 PHENYLPROPANOL